BrCC1=C(C(=O)OC)C(=CC(=C1)Cl)F methyl 2-(bromomethyl)-4-chloro-6-fluorobenzoate